N-octyl-N,N-dimethyl-N-benzyl-ammonium C(CCCCCCC)[N+](CC1=CC=CC=C1)(C)C